C(C)S(=O)(=O)C=1C(=NC(=CC1)N1N=CC(=C1)C(F)(F)F)C1=NC2=C(N1C)C=CC(=C2)C(F)(F)F 2-{3-(ethylsulfonyl)-6-[4-(trifluoromethyl)-1H-pyrazol-1-yl]pyridin-2-yl}-1-methyl-5-(trifluoromethyl)-1H-benzimidazole